C1=2C3=NN=C(N3C=CC2OC=C1)[C@@H]1C[C@@H](CCC1)NC1=NC=C(C(=N1)OC1COC1)C(F)(F)F N-[(1R,3S)-3-(10-oxa-3,4,6-triazatricyclo[7.3.0.02,6]dodeca-1(9),2,4,7,11-pentaen-5-yl)cyclohexyl]-4-(oxetan-3-yloxy)-5-(trifluoromethyl)pyrimidin-2-amine